CC1=NC(=CC(=C1S(=O)(=O)N1CC2(CN(C2)C(=O)OC(C)(C)C)C1)C)C(F)(F)F tert-butyl 6-((2,4-dimethyl-6-(trifluoromethyl)pyridine-3-yl)sulfonyl)-2,6-diazaspiro[3.3]heptane-2-carboxylate